sodium 1-tridecanesulfonate C(CCCCCCCCCCCC)S(=O)(=O)[O-].[Na+]